C(OC1=C(C=CC(=C1)C(C)(C)C)OC(OC1=CC=CC=C1)=O)(OC1=CC=CC=C1)=O 5-t-butyl-1,2-phenylene diphenyl dicarbonate